racemic-3-hydroxy-2-methylene-butanoic acid O[C@@H](C(C(=O)O)=C)C |r|